(Benzyloxy)-6-((7-(benzyloxy)-6-(methoxy-d3)-3,4-dihydroisoquinolin-1-yl) methyl)-3-methoxybenzyl acetate C(C)(=O)OC(C1=CC(=CC=C1CC1=NCCC2=CC(=C(C=C12)OCC1=CC=CC=C1)OC([2H])([2H])[2H])OC)OCC1=CC=CC=C1